FC1=C(C=CC=2OCC(OC21)(C)C)C(C)N2C[C@@H](N(C[C@H]2C)C=2C=1N=C(N(C1N(C(N2)=O)C)C)CC#N)C 2-(6-((2S,5R)-4-(1-(5-fluoro-3,3-dimethyl-2,3-dihydrobenzo[b][1,4]dioxin-6-yl)ethyl)-2,5-dimethylpiperazin-1-yl)-3,9-dimethyl-2-oxo-3,9-dihydro-2H-purin-8-yl)acetonitrile